OC=1C=C(C=CC1)C=1C(=CC2=CN(N=C2C1)CCN1CCOCC1)NC(=O)C=1N=C(SC1)C=1C=NC=CC1 N-(6-(3-hydroxyphenyl)-2-(2-morpholinoethyl)-2H-indazol-5-yl)-2-(pyridin-3-yl)thiazole-4-carboxamide